ClC=1C=C(C=NC1Cl)S(=O)(=O)N 5,6-dichloropyridine-3-sulfonamide